2-(4-(4-(1H-pyrrolo[2,3-b]pyridin-3-yl)-1H-pyrazol-1-yl)-1,1-dioxotetrahydro-2H-thiopyran-4-yl)acetonitrile N1C=C(C=2C1=NC=CC2)C=2C=NN(C2)C2(CCS(CC2)(=O)=O)CC#N